[Si](C)(C)(C(C)(C)C)OCC1=C(C(=O)O)C=CC=N1 2-(((tert-butyldimethylsilyl)oxy)methyl)nicotinic acid